BrC1=NN(C(=N1)OC1=CC(=C(C=C1)F)Cl)C 3-bromo-5-(3-chloro-4-fluorophenoxy)-1-methyl-1,2,4-triazole